ammonium metabisulfite S(=O)(=O)([O-])S(=O)[O-].[NH4+].[NH4+]